N-(1-methoxyethyl)-N-methylacetamide COC(C)N(C(C)=O)C